chloro-2,6-difluoro-N-(6-fluoro-2-pyridyl)-4-[3-methyl-3-[1,4,4-trimethylpyrrolidin-2-yl]pyrrolidin-1-yl]benzenesulfonamide ClC=1C(=C(C(=CC1N1CC(CC1)(C1N(CC(C1)(C)C)C)C)F)S(=O)(=O)NC1=NC(=CC=C1)F)F